(2S,6R)-6-cyclopropylmorpholin C1(CC1)[C@H]1OCCNC1